CN1CCC(CC1)N1CCC(CC1)NC=1C=2C=C(N(C2C=CC1)CC(F)(F)F)C#CCNC1=CC=C(C=C1)S(=O)(=O)C(F)(F)F N-[1-(1-methylpiperidin-4-yl)piperidin-4-yl]-1-(2,2,2-trifluoroethyl)-2-{3-[(4-trifluoromethane-sulfonylphenyl)amino]prop-1-yn-1-yl}-1H-indol-4-amine